ClC=1N=C(C2=C(N1)C[C@]1(CCC3=CC=CC(=C13)F)NC2)Cl (7S)-2,4-dichloro-7'-fluoro-spiro[6,8-dihydro-5H-pyrido[4,3-d]pyrimidine-7,1'-indan]